2-(4-hydroxy-3-methoxy-phenyl)ethanol OC1=C(C=C(C=C1)CCO)OC